C(CCC)(=O)O[C@H]1CC[C@@H]2[C@@]1(CC[C@@H]1[C@]3(CCC=4N=C(SC4C3=CC[C@@H]21)NC2=C(C=CC=C2)[N+](=O)[O-])C)C (5aR,5bS,7aS,8S,10aS,10bR)-5a,7a-dimethyl-2-((2-nitrophenyl)amino)-5,5a,5b,6,7,7a,8,9,10,10a,10b,11-dodecahydro-4H-cyclopenta[7,8]phenanthro[2,1-d]thiazol-8-yl butyrate